(Z)-4-((2-(3,5-dichlorobenzyloxy)benzylidene)amino)-N,N-dimethylaniline ClC=1C=C(COC2=C(\C=N/C3=CC=C(N(C)C)C=C3)C=CC=C2)C=C(C1)Cl